COC=1C=C(C=NNC(C2=CC=C(C=C2)NC(=O)NC=2C=C3C=CC=NC3=CC2)=O)C=CC1 N'-(3-methoxybenzylidene)-4-[3-(quinoline-6-yl)ureido]benzoyl-hydrazine